BrC=1NC2=CC=CC=3C4=C[C@H](CN([C@@H]4CC1C32)C)C(=O)N(CC)CC (6aR,9R)-5-bromo-N,N-diethyl-7-methyl-6,6a,8,9-tetrahydro-4H-indolo[4,3-fg]quinoline-9-carboxamide